methanol sulfate salt S(=O)(=O)(O)O.CO